γ-L-glutamyl-S-methyl-L-cysteine N[C@@H](CCC(=O)N[C@@H](CSC)C(=O)O)C(=O)O